NC1=CC=CC(=N1)S(=O)(=O)NC(=O)C=1C(=NC(=CC1)C1=CC(=CC(=C1)OCC(C)C)F)N1CC2C(C(C1)C2)C N-[(6-Amino-2-pyridyl)sulfonyl]-6-(3-fluoro-5-isobutoxyphenyl)-2-(6-methyl-3-azabicyclo[3.1.1]heptan-3-yl)pyridin-3-carboxamid